ClC=1C(=C(NC2(CCC3(C(=CC4=CC=5OCOC5C=C34)C[C@H](COCC3=CC=C(C=C3)OC)C)CC2)C(=O)OC)C=CC1)F methyl (1r,4R)-4-(3-chloro-2-fluoroanilino)-6'-{(2R)-3-[(4-methoxyphenyl)methoxy]-2-methylpropyl}-2'H-spiro[cyclohexane-1,5'-indeno[5,6-d][1,3]dioxole]-4-carboxylate